CN(CCN)C N,N-Dimethylethylenediamine